CO[Si](CCCC[Si](C)(C)OC)(C)C 1,4-bis(methoxydimethylsilyl)butane